tetra-(methylvinyl)cyclotetrasiloxane CC=C[SiH]1O[SiH](O[SiH](O[SiH](O1)C=CC)C=CC)C=CC